5-((5-((4-chlorobenzyl)oxy)-1,3,4-thiadiazol-2-yl)carbamoyl)-4-morpholinopicolinic acid ClC1=CC=C(COC2=NN=C(S2)NC(=O)C=2C(=CC(=NC2)C(=O)O)N2CCOCC2)C=C1